(S)-6-(2,4-dimethylphenyl)-3-(1-(6-ethoxy-5-methoxypyridin-2-yl)-2-(methylsulfonyl)ethyl)-1H-imidazo[4,5-b]pyridin-2(3H)-one CC1=C(C=CC(=C1)C)C=1C=C2C(=NC1)N(C(N2)=O)[C@H](CS(=O)(=O)C)C2=NC(=C(C=C2)OC)OCC